4-([1,4'-bipiperidin]-1'-yl)-6-(trifluoromethoxy)-3-((4-(trifluoromethoxy)phenyl)sulfonyl)quinoline N1(CCCCC1)C1CCN(CC1)C1=C(C=NC2=CC=C(C=C12)OC(F)(F)F)S(=O)(=O)C1=CC=C(C=C1)OC(F)(F)F